tert-butyl N-({1-[7-({8-fluoro-2-methylimidazo[1,2-a]pyridin-6-yl} carbamoyl)-2-methylindazol-4-yl]piperidin-4-yl}methyl)carbamate FC=1C=2N(C=C(C1)NC(=O)C1=CC=C(C3=CN(N=C13)C)N1CCC(CC1)CNC(OC(C)(C)C)=O)C=C(N2)C